1,3-bis(1,8-dimethyl-9-carbazolyl)benzene CC1=CC=CC=2C3=CC=CC(=C3N(C12)C1=CC(=CC=C1)N1C2=C(C=CC=C2C=2C=CC=C(C12)C)C)C